C(=O)C1=C(OC2=NC=CC(=C2)C(=O)/N=C/2\NC3=C(N2CC(C)(C)O)C=CC=C3)C=CC=C1O 2-(2-formyl-3-hydroxyphenoxy)-N-[(2E)-1-(2-hydroxy-2-methylpropyl)-3H-1,3-benzodiazol-2-ylidene]pyridine-4-carboxamide